BrC1=CN(C(C2=C1N=C(N=C2)NC=2C=NN(C2)C2CCN(CC2)C(=O)OC(C)(C)C)=O)C2=C(C(=CC=C2Cl)C)Cl tert-butyl 4-[4-[[8-bromo-6-(2,6-dichloro-3-methyl-phenyl)-5-oxo-pyrido[4,3-d]pyrimidin-2-yl]amino]pyrazol-1-yl]piperidine-1-carboxylate